trans-(2E)-4-(dimethylamino)-N-[3-[(6-(2-fluoro-4-hydroxyphenyl)-1H-indazol-4-yl)oxy]cyclobutyl]but-2-enamide CN(C/C=C/C(=O)N[C@@H]1C[C@H](C1)OC1=C2C=NNC2=CC(=C1)C1=C(C=C(C=C1)O)F)C